Ethyl (2R)-2-{[(1,2,3,5,6,7-hexahydro-s-indacen-4-yl)carbamoyl]oxy}-3-methoxypropanoate C1CCC2=C(C=3CCCC3C=C12)NC(=O)O[C@@H](C(=O)OCC)COC